N1CCC(CC1)C1=NC=CC=C1C#N piperidin-4-ylpyridine-3-carbonitrile